COC=1C=C2C(=C(C(N(C2=CC1)C)=O)C#N)N1CCC(CC1)C=1OC2=C(N1)C=C(C=C2)C 6-Methoxy-1-methyl-4-[4-(5-methyl-1,3-benzoxazol-2-yl)piperidin-1-yl]-2-oxo-1,2-dihydro-quinoline-3-carbonitrile